methyl-(2S,4S,5R)-4-acetyl-5-(2-chlorophenyl)pyrrolidine-2-carboxylic acid CN1[C@@H](C[C@@H]([C@@H]1C1=C(C=CC=C1)Cl)C(C)=O)C(=O)O